O=C1NC(=NC=2CCCCC12)C12CN(C(C1)C2)C(=O)OC(C)(C)C Tert-butyl 4-(4-oxo-3,4,5,6,7,8-hexahydroquinazolin-2-yl)-2-azabicyclo[2.1.1]hexane-2-carboxylate